2-nitro-6H-pyrrolo[1,2-b]pyrazole [N+](=O)([O-])C=1C=C2N(N1)CC=C2